N-((1r,4r)-4-(3,3-difluoroazetidin-1-yl)-cyclohexyl)-1-isobut-yl-3-methyl-1H-thieno[2,3-c]pyrazole-5-carboxamide FC1(CN(C1)C1CCC(CC1)NC(=O)C1=CC2=C(N(N=C2C)CC(C)C)S1)F